FC(C1=C(C=C(C=C1F)C)CC(=O)O)F 2-(difluoromethyl)-3-fluoro-5-methyl-phenylacetic acid